6-(Cyclopropanecarboxamido)-4-((1-ethyl-7-methoxy-1H-indazol-6-yl)amino)-N-methylnicotinamide C1(CC1)C(=O)NC1=NC=C(C(=O)NC)C(=C1)NC1=CC=C2C=NN(C2=C1OC)CC